(3R)-3-{[7-(dimethylamino)-2-(4-methoxyphenyl)[1,2,4]triazolo[1,5-c]quinazolin-5-yl]amino}azepan-2-one CN(C1=CC=CC=2C=3N(C(=NC12)N[C@H]1C(NCCCC1)=O)N=C(N3)C3=CC=C(C=C3)OC)C